4-[[2-fluoro-3-methoxy-propyl]-[4-(5,6,7,8-tetrahydro-1,8-naphthyridin-2-yl)butyl]amino]-2-[[2-(4-fluorophenyl)-2-methyl-propanoyl]amino]butanoic acid FC(CN(CCC(C(=O)O)NC(C(C)(C)C1=CC=C(C=C1)F)=O)CCCCC1=NC=2NCCCC2C=C1)COC